(3S)-1-[3-[4-(6-chloro-4-methylsulfonyl-3-pyridinyl)phenyl]azetidine-1-carbonyl]pyrrolidine-3-carboxamide ClC1=CC(=C(C=N1)C1=CC=C(C=C1)C1CN(C1)C(=O)N1C[C@H](CC1)C(=O)N)S(=O)(=O)C